ClC1=NC=C(C(=C1)N[C@@H](CCO)C)C#CC=1C=NN(C1)C(F)F (R)-3-((2-Chloro-5-((1-(difluoromethyl)-1H-pyrazol-4-yl)ethynyl)pyridin-4-yl)amino)butan-1-ol